Ethyl 1-((3,3-difluoro-1-methylcyclobutyl)methyl)-3-(1-methylcyclopropyl)-4-(trifluoromethyl)-1H-pyrazole-5-carboxylate FC1(CC(C1)(C)CN1N=C(C(=C1C(=O)OCC)C(F)(F)F)C1(CC1)C)F